BrC1(CC=C(C=C1)N=NC1=CC=CC=C1)Br 4,4-dibromoazobenzene